C1=CC=CC2=CC3=CC=CC=C3C(=C12)C1=CC=C(C=C1)P(C1=CC=CC=C1)(C1=CC=C(C=C1)C=1C2=CC=CC=C2C=C2C=CC=CC12)=O bis(4-(anthracen-9-yl)phenyl)(phenyl)phosphine oxide